BrC=1C(=C(C=C2C=NNC12)[N+](=O)[O-])F 7-bromo-6-fluoro-5-nitro-1H-indazole